COC=1C=C2CCN(CC2=CC1NC1=NC=C(C(=N1)NC1=C(C=CC=C1)C[C@H](CC)C)C(=O)N)C 2-[(6-methoxy-2-methyl-1,2,3,4-tetrahydroisoquinolin-7-yl)amino]-4-({2-[(2S)-2-methylbutyl]phenyl}amino)pyrimidine-5-carboxamide